ClC1=C(C=CC2=C1C(=N[C@H](C=1N2C=CC(N1)=O)C)C1=C(C(=CC=C1F)O)F)Cl (5S)-8,9-dichloro-7-(2,6-difluoro-3-hydroxy-phenyl)-5-methyl-5H-pyrimido[1,2-a][1,4]benzodiazepine-3-One